C1=CC=CC=2C3=CC=CC=C3N(C12)C1=CC=C(O1)/C=C/C=1OC(=CCC1)\C=C\C=1OC(=CC1)N1C2=CC=CC=C2C=2C=CC=CC12 2,6-bis((E)-2-(5-(9H-carbazol-9-yl)furan-2-yl)vinyl)-4H-pyran